ClC=1C=CC=CC1C=CCOC 3-chloro-4-methoxypropenyl-benzene